4-benzyl-1-((5-(naphthalen-2-yl)-4H-1,2,4-triazol-3-yl)methyl)piperidine C(C1=CC=CC=C1)C1CCN(CC1)CC1=NN=C(N1)C1=CC2=CC=CC=C2C=C1